C(#N)C=1C=C(C=2CCC(C2C1)O)S(=O)(=O)NC1=C(C(=C(C=C1)F)C=1C=CC=2N(C1)C=NC2C=2NC=CN2)F 6-Cyano-N-[2,4-difluoro-3-[1-(1H-imidazol-2-yl)imidazo[1,5-a]pyridin-6-yl]phenyl]-1-hydroxy-2,3-dihydro-1H-indene-4-sulfonamide